2-chloromethyl-3,5-dimethyl-4-chloropyridine ClCC1=NC=C(C(=C1C)Cl)C